2-[cyano-(2,6-difluoro-4-pyridyl)amino]-N-cyclobutyl-5-methyl-thiazole-4-carboxamide C(#N)N(C=1SC(=C(N1)C(=O)NC1CCC1)C)C1=CC(=NC(=C1)F)F